1,5-anhydro-2,3-dideoxy-3-(((7-(3-fluoro-4-((2-(trifluoromethoxy)ethyl)-carbamoyl)benzyl)-4-methoxy-2,3-dihydro-1-benzofuran-5-yl)carbonyl)amino)-L-threo-pentitol FC=1C=C(CC2=CC(=C(C=3CCOC32)OC)C(=O)N[C@H]3CCOC[C@@H]3O)C=CC1C(NCCOC(F)(F)F)=O